4-methyl-5-ethyl-1,3-dioxolan-2-one CC1OC(OC1CC)=O